2-(6-Bromo-1H-pyrazolo[4,3-b]pyridin-1-yl)-1-(3-fluoroazetidin-1-yl)ethan-1-one BrC=1C=C2C(=NC1)C=NN2CC(=O)N2CC(C2)F